N-(4-((3-(4-phenoxyphenyl)pyridin-4-yl)oxy)phenyl)propionamide O(C1=CC=CC=C1)C1=CC=C(C=C1)C=1C=NC=CC1OC1=CC=C(C=C1)NC(CC)=O